2-[4-(morpholin-4-yl)butyl]-4-(thien-3-yl)-2,3-dihydropyridazin-3-one N1(CCOCC1)CCCCN1N=CC=C(C1=O)C1=CSC=C1